COC(=O)C=1N=C(C2=CC(=CC=C2C1O)OC=1SC=CC1)Cl 1-chloro-4-hydroxy-7-(thien-2-yloxy)isoquinoline-3-carboxylic acid methyl ester